(E)-3-(3-Hydroxyphenyl)-1-[4-[(1-methylimidazol-2-yl)methoxy]phenyl]prop-2-en-1-one OC=1C=C(C=CC1)/C=C/C(=O)C1=CC=C(C=C1)OCC=1N(C=CN1)C